1,2-dimethylpropyl 4-(3-cyclopropyl-3-hydroxy-but-1-ynyl)-2,6-dimethyl-7-oxo-1H-pyrrolo[2,3-c]pyridine-3-carboxylate C1(CC1)C(C#CC=1C2=C(C(N(C1)C)=O)NC(=C2C(=O)OC(C(C)C)C)C)(C)O